5-(2-bromo-5-chlorophenyl)-2-(difluoromethyl)-2H-tetrazole BrC1=C(C=C(C=C1)Cl)C=1N=NN(N1)C(F)F